BrC1=CC(N(C=C1C1=CC(=CC=C1)CN1CCOCC1)C)=O 4-bromo-1-methyl-5-(3-(morpholinomethyl)phenyl)pyridin-2(1H)-one